4-naphthyl-butyronitrile C1(=CC=CC2=CC=CC=C12)CCCC#N